(R)-2,3-bis(palmitoyloxy)propyl (2,5-dioxopyrrolidin-1-yl) succinate C(CCC(=O)ON1C(CCC1=O)=O)(=O)OC[C@@H](COC(CCCCCCCCCCCCCCC)=O)OC(CCCCCCCCCCCCCCC)=O